4-chloro-9-(2-(dibenzo[b,d]thiophen-2-yl)-5-methylphenyl)-9H-carbazole ClC1=CC=CC=2N(C3=CC=CC=C3C12)C1=C(C=CC(=C1)C)C1=CC2=C(SC3=C2C=CC=C3)C=C1